4'-((2'-butyl-1,7'-dimethyl-1H,3'H-[2,5'-bibenzo[d]imidazol]-3'-yl)methyl)-N-(3,4-dimethylisoxazol-5-yl)-2'-(ethoxymethyl)-N-(methoxymethyl)-[1,1'-biphenyl]-2-sulfonamide C(CCC)C=1N(C2=C(N1)C(=CC(=C2)C2=NC1=C(N2C)C=CC=C1)C)CC1=CC(=C(C=C1)C=1C(=CC=CC1)S(=O)(=O)N(COC)C1=C(C(=NO1)C)C)COCC